C(CCC)OC(=O)C1=NC=CC=C1 Pyridine-2-carboxylic acid n-butyl ester